methyl-N-((tert-butoxycarbonyl)-L-phenylalanyl)-S-(methyl-d3)-L-cysteine CN([C@@H](CSC([2H])([2H])[2H])C(=O)O)C([C@@H](NC(=O)OC(C)(C)C)CC1=CC=CC=C1)=O